4-[(1S,4S,5R)-5-[[4-cyclopropyl-1-(2,6-difluorophenyl)-1H-pyrazol-5-yl]methoxy]-2-azabicyclo[2.2.1]heptan-2-yl]-2-fluorobenzoic acid C1(CC1)C=1C=NN(C1CO[C@H]1[C@@H]2CN([C@H](C1)C2)C2=CC(=C(C(=O)O)C=C2)F)C2=C(C=CC=C2F)F